(1S,3R)-3-(3-(4-(5,5-dimethyl-5,6-dihydro-4H-pyrrolo[1,2-b]pyrazol-3-yl)-5-fluoropyridin-2-yl)ureido)-N-methylcyclohexane-1-carboxamide CC1(CC=2N(N=CC2C2=CC(=NC=C2F)NC(N[C@H]2C[C@H](CCC2)C(=O)NC)=O)C1)C